N,N'-dimethyl-N,N'-di(tert-butyldimethylsilyl)ethylenediamine CN(CCN([Si](C)(C)C(C)(C)C)C)[Si](C)(C)C(C)(C)C